(R)-1-methyl-3,4'-bipiperidine dihydrochloride Cl.Cl.CN1C[C@H](CCC1)C1CCNCC1